O=C1NC(CC[C@@H]1N1C(C2=CC=CC(=C2C1=O)N1CCC(CC1)CN1CCN(CC1)C1=CC=C(C=C1)NC1=C2N=CN(C2=NC=N1)C1CC(C1)NC(CC1=CC=CC=C1)=O)=O)=O N-((1s,3s)-3-(6-((4-(4-((1-(2-(2,6-dioxopiperidin-3-yl)-1,3-dioxoisoindolin-4-yl)piperidin-4-yl)methyl)piperazin-1-yl)phenyl)amino)-9H-purin-9-yl)cyclobutyl)-2-phenylacetamide